(S)-2-(2-(2-methyl-1,2,3,6-tetrahydropyridin-4-yl)pyrimidin-5-yl)thiazole C[C@@H]1NCC=C(C1)C1=NC=C(C=N1)C=1SC=CN1